1-(4-azidophenyl)ethan-1-one N(=[N+]=[N-])C1=CC=C(C=C1)C(C)=O